3,3,5-TRIMETHYLCYCLOHEXYLIDENEBISPHENOL CC1(CC(CC(C1)C)(C1=C(C=CC=C1)O)C1=C(C=CC=C1)O)C